1,2-diisopropenylbenzene C(=C)(C)C1=C(C=CC=C1)C(=C)C